(3-amino-4,5,6,7-tetrahydropyrazolo[3,4-c]pyridin-1-yl)(8-methyl-1,2,3,4-tetrahydroquinolin-4-yl)methanone NC1=NN(C=2CNCCC21)C(=O)C2CCNC1=C(C=CC=C21)C